C(C=C)C1=CC(=CC(=C1O)N1N=C2C(=N1)C=CC=C2)C 2-Allyl-6-(2H-benzotriazol-2-yl)-p-cresol